trans-dihydrocarvone C[C@H]1CC[C@@H](CC1=O)C(C)C